ClC1=C(C(=O)NC2=CC(=NN2C2=CC=CC=C2)C(=O)NCCCCCCN2CCN(CC2)C2=CC=C(C=C2)NC2C(NC(CC2)=O)=O)C=C(C(=C1)Cl)C1=NC=CC=C1 5-[[2,4-dichloro-5-(2-pyridyl)benzoyl]amino]-N-[6-[4-[4-[(2,6-dioxo-3-piperidyl)amino]phenyl]piperazin-1-yl]hexyl]-1-phenyl-pyrazole-3-carboxamide